(6S)-6-{3-[(1-Acetylindolin-5-yl)amino]-2-chlorophenyl}-2-imino-6-methyl-3-(tetrahydro-pyran-4-yl)hexahydropyrimidin-4-one C(C)(=O)N1CCC2=CC(=CC=C12)NC=1C(=C(C=CC1)[C@@]1(CC(N(C(N1)=N)C1CCOCC1)=O)C)Cl